vinyl-3-propyl-imidazole bromide [Br-].C(=C)C1=NC=CN1CCC